NC(N(CC(=O)O)C)=N N-(amino-imino-methyl)-N-methyl-glycine